2-Butylheptanenitrile C(CCC)C(C#N)CCCCC